C(C)(C)C1=NN=C2N1N=C(C=C2NCC2=CC=C(C=C2)C2=CC=NC=C2)N[C@H](CO)[C@@H](C)O (2R,3R)-2-[[3-isopropyl-8-[[4-(4-pyridyl)phenyl]methylamino]-[1,2,4]triazolo[4,3-b]pyridazin-6-yl]amino]butane-1,3-diol